[Si](C)(C)(C(C)(C)C)OCCCCOC1=CC=C(C=N1)NC(=O)N1[C@@H](CN([C@H](C1)C)C1=CC(=C(C=C1)C#N)Cl)C (2R,5S)-N-(6-(4-((tert-butyldimethylsilyl)oxy)butoxy)pyridin-3-yl)-4-(3-chloro-4-cyanophenyl)-2,5-dimethylpiperazine-1-carboxamide